N1N=NC=C1CNC1=NN=C(S1)N1CCN(CC1)C(=O)OCC1=CC(=CC(=C1)Cl)Cl 3,5-dichlorobenzyl 4-(5-(((1H-1,2,3-triazol-5-yl)methyl)amino)-1,3,4-thiadiazol-2-yl)pipeRazine-1-carboxylate